6-fluoro-10-(4-fluorobenzoyl)-9-nitro-1,2,3,4-tetrahydropyrimidino[1,2-a]indole FC1=CC=C(C=2C(=C3N(C12)CCCN3)C(C3=CC=C(C=C3)F)=O)[N+](=O)[O-]